3-((4-(4-((1-((1-(3-(dimethylamino)propyl)-3-(4-(trifluoromethoxy)phenyl)-1H-indol-5-yl)methyl)piperidin-4-yl)methyl)piperazin-1-yl)-3-fluorophenyl)amino)piperidine-2,6-dione CN(CCCN1C=C(C2=CC(=CC=C12)CN1CCC(CC1)CN1CCN(CC1)C1=C(C=C(C=C1)NC1C(NC(CC1)=O)=O)F)C1=CC=C(C=C1)OC(F)(F)F)C